[4-(3-propyl) phenylimino-2-pentyl] benzoate C(C1=CC=CC=C1)(=O)OC(C)CCC=NC1=CC=C(C=C1)CCC